C(C)(=O)ONC(CNC(=O)OCC1C2=CC=CC=C2C=2C=CC=CC12)=O (2-((((9H-fluoren-9-yl) methoxy) carbonyl) amino) acetamido) acetate